(S)-4-((1-(6-(2,4-dimethoxypyrimidin-5-yl)-3-fluoroimidazo[1,2-b]pyridazin-8-yl)-4,4-difluoropyrrolidin-3-yl)oxy)-2-(trifluoromethoxy)benzonitrile COC1=NC=C(C(=N1)OC)C=1C=C(C=2N(N1)C(=CN2)F)N2C[C@@H](C(C2)(F)F)OC2=CC(=C(C#N)C=C2)OC(F)(F)F